FC(OC1=C(N)C=CC=C1C=1C=NN(C1)C)F 2-(difluoromethoxy)-3-(1-methyl-1H-pyrazole-4-yl)aniline